N-(2-Fluoro-3-(2-(3-methyl-3,8-diazabicyclo[3.2.1]octan-8-yl)-5-(2-(methylthio)-pyrimidin-4-yl)thiazol-4-yl)phenyl)acetamide FC1=C(C=CC=C1C=1N=C(SC1C1=NC(=NC=C1)SC)N1C2CN(CC1CC2)C)NC(C)=O